Cl.Cl.CC1(NC(CC(C1)OC1=CC=C(N=N1)C1=C(C=C(C=N1)C1=CC2=CN(N=C2C(=C1)C#N)C)O)(C)C)C 5-[6-(6-{[2,2,6,6-tetramethylpiperidin-4-yl]oxy}pyridazin-3-yl)-5-hydroxypyridin-3-yl]-2-methyl-2H-indazole-7-carbonitrile dihydrochloride